(S)-1-(6-(2,3-dimethyl-1H-Pyrrolo[2,3-b]pyridin-5-yl)-8-((S)-pyrrolidin-2-yl)-3,4-dihydroisoquinolin-2(1H)-yl)-3,3,3-Trifluoro-2-hydroxy-2-methylpropan-1-one CC1=C(C=2C(=NC=C(C2)C=2C=C3CCN(CC3=C(C2)[C@H]2NCCC2)C([C@](C(F)(F)F)(C)O)=O)N1)C